C(C)(=O)N1CC2N(C3=C(C=C(C=C3C2CC1)C(=O)OC)Br)C(C)C methyl 2-acetyl-8-bromo-9-isopropyl-2,3,4,4a,9,9a-hexahydro-1H-pyrido[3,4-b]indole-6-carboxylate